NC1=C2C(NC(=NC2=CC=C1)C)=O 5-Amino-2-methyl-4-oxoquinazolin